CC1CNCCC1C(=O)OC[C@@H]1C[C@H]2N(CCC3=CC(=C(C=C23)OC)OC)C[C@H]1CC(C)C [(2R,3S,11bR)-9,10-dimethoxy-3-(2-methylpropyl)-1H,2H,3H,4H,6H,7H,11bH-pyrido[2,1-a]isoquinolin-2-yl]methyl 3-methylpiperidine-4-carboxylate